C(C1=CC=CC=C1)C(C(=O)O)C1=CC=CC=C1.C(C1=CC=CC=C1)(=O)OCC1=CC=CC=C1 benzyl benzoate (benzyl PHENYL ACETATE)